platinum bis(tris(pentafluorophenyl)phosphine) dibromide [Br-].[Br-].FC1=C(C(=C(C(=C1P(C1=C(C(=C(C(=C1F)F)F)F)F)C1=C(C(=C(C(=C1F)F)F)F)F)F)F)F)F.FC1=C(C(=C(C(=C1P(C1=C(C(=C(C(=C1F)F)F)F)F)C1=C(C(=C(C(=C1F)F)F)F)F)F)F)F)F.[Pt+2]